4-t-butylcyclohexyl dicarbonate C(=O)(OC1CCC(CC1)C(C)(C)C)OC(=O)[O-]